C[C@@H]1N(CCC1)C(=O)O[C@H]1C[C@H](CC1)C=1NN=C(C1)NC(COC1=C(C(=CC=C1)OCC1=CC=CC=C1)C1OCCO1)=O (1R,3S)-3-(5-{2-[3-(benzyloxy)-2-(1,3-dioxolan-2-yl)phenoxy]acetamido}-2H-pyrazol-3-yl)cyclopentyl (2S)-2-methylpyrrolidine-1-carboxylate